[P].CNC1=NC=CC=N1 methylaminopyrimidine phosphorus